4-Chloro-3-ethyl-pyridine ClC1=C(C=NC=C1)CC